N-(3'-(4-(4-fluorophenyl)-1H-imidazol-1-yl)-2'-hydroxy-[1,1'-biphenyl]-4-yl)acetamide FC1=CC=C(C=C1)C=1N=CN(C1)C=1C(=C(C=CC1)C1=CC=C(C=C1)NC(C)=O)O